The molecule is a nucleotide-sugar oxoanion that is the conjugate base of dTDP-3-amino-3,6-dideoxy-alpha-D-glucose, arising from deprotonation of the diphosphate group and protonation of the amino group. It is a conjugate base of a dTDP-3-amino-3,6-dideoxy-alpha-D-glucose. C[C@@H]1[C@H]([C@@H]([C@H]([C@H](O1)OP(=O)([O-])OP(=O)([O-])OC[C@@H]2[C@H](C[C@@H](O2)N3C=C(C(=O)NC3=O)C)O)O)[NH3+])O